OC[C@@H]1OC(N2[C@@H]1COC1=C2C=CC(=C1)S(=O)(=O)N1CCN(CC1)C(=O)OC(C)(C)C)=O tert-butyl 4-[[(3R,3aR)-3-(hydroxymethyl)-1-oxo-3a,4-dihydro-3H-oxazolo[4,3-c][1,4]benzoxazin-7-yl]sulfonyl]piperazine-1-carboxylate